C(C)(C)(C)OC(=O)NCCN1CC2=CC=C(C=C2C1)C(=O)OC methyl 2-(2-{[(tert-butoxy) carbonyl] amino} ethyl)-2,3-dihydro-1H-isoindole-5-carboxylate